[Co].ClC=1C=C(C(=NC1C=1OC=C(N1)C1=CC=CC=C1)C=1OC=C(N1)C1=CC=CC=C1)Cl dichloro[2,6-bis[4-(S)-phenyl-2-oxazolyl]pyridine] cobalt